C(C)N(P(OC(C)(C)C)OC(C)(C)C)CC bis(1,1-dimethylethyl) N,N-diethylphosphoramidite